1-{4-[(4-{2-azaspiro[3.3]heptan-2-yl}-5-(trifluoromethyl)pyrimidin-2-yl)amino]phenyl}piperidine-3-ol C1N(CC12CCC2)C2=NC(=NC=C2C(F)(F)F)NC2=CC=C(C=C2)N2CC(CCC2)O